CN1CCN(CC1)C1CCN(CC1)C1=C(C=C(C=C1)[N+](=O)[O-])O 2-(4-(4-methylpiperazin-1-yl)piperidin-1-yl)-5-nitrophenol